(2-cyano-2-(2-(3,5-dichloro-4-(4-hydroxy-3-trifluoromethylphenoxy)phenyl)hydrazono)acetyl)carbamic acid ethyl ester C(C)OC(NC(C(=NNC1=CC(=C(C(=C1)Cl)OC1=CC(=C(C=C1)O)C(F)(F)F)Cl)C#N)=O)=O